8-cyclopropyl-7,8-dihydropyrido[2',3':4,5]pyrrolo[1,2-a]pyrazin-9(6H)-one C1(CC1)N1C(C=2N(CC1)C1=C(C2)N=CC=C1)=O